C(C)(C)(C)N1CCC(CC1)S(N(C=1C=C(C=CC1)C)CC1=NC=C(C=C1)C=1OC(=NN1)C(F)F)(=O)=O tert-butyl-4-(N-((5-(5-(difluoromethyl)-1,3,4-oxadiazol-2-yl)pyridin-2-yl)methyl)-N-(m-tolyl)sulfamoyl)piperidine